(4-(benzo[d][1,3]dioxol-5-ylmethyl)piperazin-1-yl)(5-((4-chlorophenoxy)methyl)furan-2-yl)methanone O1COC2=C1C=CC(=C2)CN2CCN(CC2)C(=O)C=2OC(=CC2)COC2=CC=C(C=C2)Cl